6-(3-(((methylsulfonyl)ethyl)amino)phenyl)-4-aminoquinazoline CS(=O)(=O)CCNC=1C=C(C=CC1)C=1C=C2C(=NC=NC2=CC1)N